ClC1=CC=C(C=C1)NC(CC(CO)N1CCN(CCC1)C1=CC=C(C=C1)OC(F)(F)F)=O N-(4-chlorophenyl)-4-hydroxy-3-{4-[4-(trifluoromethoxy)phenyl]-1,4-diazepan-1-yl}butanamide